1-(tert-butoxycarbonyl)-5-cyclopropyl-1H-pyrazol C(C)(C)(C)OC(=O)N1N=CC=C1C1CC1